1-((2R,3R,4R,5R)-3-(3-amino-2-(mercaptomethyl)propoxy)-4-hydroxy-5-(hydroxymethyl)tetrahydrofuran-2-yl)pyrimidine-2,4(1H,3H)-dione NCC(CO[C@H]1[C@@H](O[C@@H]([C@H]1O)CO)N1C(NC(C=C1)=O)=O)CS